C(C)C(C(CCCO)CC)O 1,2-diethyl-1,5-pentanediol